ClC1=NC=C(C=2N1C=CN2)Br 5-chloro-8-bromoimidazo[1,2-c]pyrimidine